BrC=1OC2=C(C1)C(CCC2)=O 2-bromo-6,7-dihydrobenzofuran-4(5H)-one